N-cyclopropyl-2-(difluoromethoxy)-4-[7-[[(3R)-1-isopropylpyrrolidin-3-yl]methoxy]imidazo[1,2-a]pyridin-3-yl]-6-methoxy-benzamide C1(CC1)NC(C1=C(C=C(C=C1OC)C1=CN=C2N1C=CC(=C2)OC[C@H]2CN(CC2)C(C)C)OC(F)F)=O